FC(C(C)OC1=CC2=C(C(NCCC2)=O)C=C1)(F)F 7-((1,1,1-trifluoropropan-2-yl)oxy)-2,3,4,5-tetrahydro-1H-benzo[c]Azepin-1-one